undecyl-isoprene pyrophosphate OP(O)(=O)OP(=O)(O)O.C(CCCCCCCCCC)C=CC(C)=C